4-Amino-N-(thiazol-2-yl)-N-(2-(((3R,6R,8aS,9R,10S,12R,12aR)-3,6,9-trimethyl-decahydro-12H-3,12-epoxy[1,2]dioxepino[4,3-i]isochromen-10-yl)oxy)ethyl)benzene-sulfonamide NC1=CC=C(C=C1)S(=O)(=O)N(CCO[C@H]1O[C@H]2[C@@]34C([C@@H](CC[C@H]3[C@H]1C)C)CC[C@@](OO4)(O2)C)C=2SC=CN2